FC=1C=CC2=C(NC(=NS2(=O)=O)NCC2=C(C=CC=C2)S(=O)(=O)C)C1[C@H](C)C1=C(C=CC=C1)F (R)-6-fluoro-5-(1-(2-fluorophenyl)ethyl)-3-((2-(methylsulfonyl)benzyl)amino)-4H-benzo[e][1,2,4]thiadiazine 1,1-dioxide